methyl (2S)-4,4-dimethylpyrrolidine-2-carboxylate CC1(C[C@H](NC1)C(=O)OC)C